Cl.FC1(CC2(CC(C2)N)C1)F 6,6-difluorospiro[3.3]heptane-2-amine hydrochloride